(S)-N-(5-Chloro-6-(2H-1,2,3-triazol-2-yl)pyridin-3-yl)-1-(1-(1-hydroxyethyl)-isochinolin-5-yl)-5-(trifluoromethyl)-1H-pyrazol-4-carboxamid ClC=1C=C(C=NC1N1N=CC=N1)NC(=O)C=1C=NN(C1C(F)(F)F)C1=C2C=CN=C(C2=CC=C1)[C@H](C)O